bicyclo[2.2.1]heptane-2,5-dithiol C12C(CC(C(C1)S)C2)S